C12N(CC(NC1)CC2)C=2C1=C(N=C(N2)OC([2H])([2H])C23CCCN3CCC2)CN(CC1)C1=CC(=CC2=CC=C(C(=C12)CC)F)O 4-(4-(2,5-Diazabicyclo[2.2.2]octan-2-yl)-2-((tetrahydro-1H-pyrrolizin-7a(5H)-yl)methoxy-d2)-5,8-dihydropyrido[3,4-d]pyrimidin-7(6H)-yl)-5-ethyl-6-fluoronaphthalen-2-ol